C(C)(C)(C)OC(NCC=1C=C(C2=C(CCO2)C1C(CC#N)O)Cl)=O ((7-chloro-4-(2-cyano-1-hydroxyethyl)-2,3-dihydrobenzofuran-5-yl)methyl)carbamic acid tert-butyl ester